C(C)(C)(C)OC(=O)N1C[C@@H](OCC1)C(NC1=C2C=NN(C2=CC(=C1)C1=CC=C(C=C1)O[Si](C)(C)C(C)(C)C)C1OCCCC1)=O (2R)-2-((6-(4-((tert-butyldimethylsilyl)oxy)phenyl)-1-(tetrahydro-2H-pyran-2-yl)-1H-indazol-4-yl)carbamoyl)morpholine-4-carboxylic acid tert-butyl ester